indium triethoxide [O-]CC.[O-]CC.[O-]CC.[In+3]